methyl-nitrotoluene CC(C1=CC=CC=C1)[N+](=O)[O-]